2-(4-fluorophenyl)-11-oxo-11H-pyrido[2,1-b]Quinazoline-6-carboxylic acid FC1=CC=C(C=C1)C=1C=C2C(N3C(=NC2=CC1)C(=CC=C3)C(=O)O)=O